(3S,4R)-3-(3-(2-hydroxy-6-methyl-4-(trifluoromethyl)phenyl)-6,7-dihydropyrido[2,3-c]pyridazin-8(5H)-yl)piperidin-4-ol OC1=C(C(=CC(=C1)C(F)(F)F)C)C1=CC2=C(N=N1)N(CCC2)[C@H]2CNCC[C@H]2O